ClC1=C(C(=O)O)C=C(C(=C1)F)[N+](=O)[O-] 2-chloro-4-fluoro-5-nitrobenzoic acid